methyl 6-(2-(diethylamino) ethoxy)-5-((2-hydroxy-6-(methoxycarbonyl) naphthalen-1-yl) methyl)-2-naphthoate C(C)N(CCOC=1C(=C2C=CC(=CC2=CC1)C(=O)OC)CC1=C(C=CC2=CC(=CC=C12)C(=O)OC)O)CC